(3R,4S)-3-cyclopropyl-1-[6-(5-hydroxypyridin-3-yl)pyrrolo[1,2-b]pyridazin-4-yl]-4-methyl-2-oxopyrrolidine-3-carbonitrile C1(CC1)[C@]1(C(N(C[C@H]1C)C=1C=2N(N=CC1)C=C(C2)C=2C=NC=C(C2)O)=O)C#N